3-[5-(1,2,4-triazol-1-ylmethyl)-2-thienyl]-5-(trifluoromethyl)-1,2,4-oxadiazole N1(N=CN=C1)CC1=CC=C(S1)C1=NOC(=N1)C(F)(F)F